COC1=C2C=CC=NC2=NC=C1 5-methoxynaphthyridine